C(=O)(OC(C)(C)C)C(O)C(O)C(=O)OC(C)(C)C di(t-butyl) tartrate